C[C@H](CC)N1N=CC(=C1)C1=C(C(=O)OCC)C=C(C=C1F)NC(=O)C1(CC1)C1=C(C=C(C=C1)C(F)(F)F)F Ethyl 2-{1-[(2R)-butan-2-yl]-1H-pyrazol-4-yl}-3-fluoro-5-[({1-[2-fluoro-4-(trifluoromethyl) phenyl]cyclopropyl}carbonyl) amino]benzoate